(S)-azetidin-2-ylmethanol N1[C@@H](CC1)CO